benzotriazole phosphate laurylamine salt C(CCCCCCCCCCC)N.P(=O)(O)(O)O.N1N=NC2=C1C=CC=C2